C1(=CC=CC=C1)S(=O)(=O)OC=1C(OC=2C1C(C=CC2)=O)C2=CC=C(C=C2)C 2-4-methylphenyl-4-oxo-4H-benzofuran-3-yl benzenesulfonate